6-[5-[(1S)-1-aminoethyl]-1,2,4-triazol-1-yl]pyrimidine-4-carbonitrile N[C@@H](C)C1=NC=NN1C1=CC(=NC=N1)C#N